C(#N)N(C=1SC(=C(N1)C(=O)NC1CCC1)C)C=1C=NC=C(C1)F 2-[cyano-(5-fluoro-3-pyridyl)amino]-N-cyclobutyl-5-methyl-thiazole-4-carboxamide